C1(CC1)C1CCCCCCCCC(NCNCC(O1)=O)=O 16-cyclopropyl-1-oxa-4,6-diazacyclohexadecan-2,7-dione